[N+](=O)([O-])C=1C=C2C=C(CSC2=CC1)N(C)C 6-nitro-3-dimethylaminothiochromen